7-methoxy-N-(1,2,3,4-tetrahydro-1,4-epoxynaphthalen-5-yl)-2-(tetrahydro-2H-pyran-4-yl)imidazo[1,2-a]pyridine-6-carboxamide COC1=CC=2N(C=C1C(=O)NC1=C3C4CCC(C3=CC=C1)O4)C=C(N2)C2CCOCC2